C(C1=CC=CC=C1)OC1=NC(=CC=C1OC1=NC(=C(C=C1)Br)C)OCC1=CC=CC=C1 2,6-bis(benzyloxy)-3-((5-bromo-6-methylpyridin-2-yl)oxy)pyridine